1-cyclopropyl-1H-1,2,4-triazole-3-carboxylic acid ethyl ester C(C)OC(=O)C1=NN(C=N1)C1CC1